2-(2-chlorophenyl)-7-(isoquinolin-4-yl)-2-methyl-5,7-diazaspiro[3.4]octane-6,8-dione ClC1=C(C=CC=C1)C1(CC2(C1)NC(N(C2=O)C2=CN=CC1=CC=CC=C21)=O)C